tert-butyl 4-(2-(2-(piperazin-1-yl)ethoxy)ethyl)piperazine-1-carboxylate N1(CCNCC1)CCOCCN1CCN(CC1)C(=O)OC(C)(C)C